ClC1=CC(=C2C=NN(C2=C1)C1OCCCC1)C1(CC1)O (6-chloro-1-(tetrahydro-2H-pyran-2-yl)-1H-indazol-4-yl)cyclopropan-ol